COC(=O)C1=CC2=C(N(C(=N2)C=2N3CCNC4=CC=CC(C2)=C34)CC=3C=NN(C3)CC)C(=C1)OC 2-(1,9-diazatricyclo[6.3.1.04,12]dodeca-2,4(12),5,7-tetraen-2-yl)-1-[(1-ethylpyrazol-4-yl)methyl]-7-methoxy-benzoimidazole-5-carboxylic acid methyl ester